N[N+]=1NN=NC1N 1,5-diaminotetrazolium